ClC1=CC2=C(N(C(N=C2N2C3(CC3)CN(CC2)C(=O)OC(C)(C)C)=O)C=2C(=NC=CC2C)C(C)C)N=C1Cl (S)-tert-butyl 4-(6,7-dichloro-1-(2-isopropyl-4-methylpyridin-3-yl)-2-oxo-1,2-dihydropyrido[2,3-d]pyrimidin-4-yl)-4,7-diazaspiro[2.5]octane-7-carboxylate